((2R,5S)-4-(1-(5-amino-4H-1,2,4-triazol-3-yl)piperidin-4-yl)-5-(4-chlorobenzyl)-morpholin-2-yl)(3,3-difluoropyrrolidin-1-yl)methanone 2,2,2-trifluoroacetate FC(C(=O)O)(F)F.NC=1NC(=NN1)N1CCC(CC1)N1C[C@@H](OC[C@@H]1CC1=CC=C(C=C1)Cl)C(=O)N1CC(CC1)(F)F